N[C@@H](CC1=CC=C(C=C1)O)C(=O)N tyrosine, amide